CS(=O)(=O)N[C@@H]1[C@@H](N(CCC1)C(=O)OC([2H])([2H])[2H])CO[C@@H]1CC[C@@H](CC1)C1=CC=CC=C1 methyl-d3 (2R,3S)-3-((methylsulfonyl)amino)-2-(((cis-4-phenylcyclohexyl)oxy)methyl)-piperidine-1-carboxylate